ClC=1C=C(C=CC1F)N1C(CCCC1=O)C1=NC2=C(N1C=1SC(=CN1)C(=O)NC)C=CC(=C2)C=2C(=NOC2C)C 2-(2-(1-(3-chloro-4-fluorophenyl)-6-oxopiperidin-2-yl)-5-(3,5-dimethylisoxazol-4-yl)-1H-benzo[d]imidazol-1-yl)-N-methylthiazole-5-carboxamide